C(#N)[C@H]1N([C@H]2C[C@H]2C1)C(CNC(=O)C1=CC=NC2=CC(=CC=C12)C(C)OC(F)(F)F)=O N-(2-((1S,3S,5S)-3-Cyano-2-azabicyclo[3.1.0]hexan-2-yl)-2-oxoethyl)-7-(1-(trifluoromethoxy)ethyl)quinoline-4-carboxamide